11-methyl-1-dodecene CC(CCCCCCCCC=C)C